(S)-2-(1-acryloylpyrrolidin-2-yl)-1-amino-4-(4-((4-ethylpyridin-2-yl)carbamoyl)phenyl)-1H-imidazole-5-carboxamide C(C=C)(=O)N1[C@@H](CCC1)C=1N(C(=C(N1)C1=CC=C(C=C1)C(NC1=NC=CC(=C1)CC)=O)C(=O)N)N